C(#N)C1=CC=C(C=C1)C1CN(CCC1C(=O)OC)C(=O)OCC1=CC=CC=C1 1-benzyl 4-methyl 3-(4-cyanophenyl)piperidine-1,4-dicarboxylate